FC=1C=C(O[C@H](CN2CCC3(CS(C3)(=O)=O)CC2)C)C=CC1F (S)-7-(2-(3,4-Difluorophenoxy)propyl)-2-thia-7-azaspiro[3.5]nonane 2,2-dioxide